C(C1=CC=CC=C1)N1C(C(=CC(=C1)C(=O)N[C@@H]1[C@H](C1)OCC)C(=O)NC)=O 1-benzyl-N5-((1S,2S)-2-ethoxycyclopropyl)-N3-methyl-2-oxo-1,2-dihydropyridine-3,5-dicarboxamide